CC1CN(CCC1CC(=O)O)C1=NC=C(C=N1)C(F)(F)F 2-(3-methyl-1-(5-(trifluoromethyl)pyrimidin-2-yl)piperidin-4-yl)acetic acid